5-((3-(2,3-dichlorophenyl)-3,8-diazabicyclo[3.2.1]octane-8-yl)methyl)-2-(2,4-dioxotetrahydropyrimidin-1(2H)-yl)isoindoline-1,3-dione ClC1=C(C=CC=C1Cl)N1CC2CCC(C1)N2CC=2C=C1C(N(C(C1=CC2)=O)N2C(NC(CC2)=O)=O)=O